ClC1=C(C=C(C=C1)C1=CN(C2=NC(=CC=C21)C(=O)OC)C2CCOCC2)F methyl 3-(4-chloro-3-fluorophenyl)-1-(tetrahydro-2H-pyran-4-yl)-1H-pyrrolo[2,3-b]pyridine-6-carboxylate